CC=1N(C(C2=C(N1)C(=NC(=N2)N2C[C@H](OCC2)C=2C=NN(C2)C)C=2C=NC(=CC2)C(F)(F)F)=O)C (R)-2,3-dimethyl-6-(2-(1-methyl-1H-pyrazol-4-yl)morpholino)-8-(6-(trifluoromethyl)pyridin-3-yl)pyrimido[5,4-d]pyrimidin-4(3H)-one